C(CCCCC)[C@@H]1C(O[C@H]1C[C@H](CCCCCCCCCCC)O[Si](C(C)C)(C(C)C)C(C)C)=O (3S,4S)-3-hexyl-4-{(S)-2-[(triisopropylsilyl)oxy]tridecyl}oxetan-2-one